4-[3-[4-Cyano-3-(trifluoromethyl)phenyl]-5,5-dimethyl-4-oxo-2-thioxoimidazolidin-1-yl]-2-fluoro-N-methylbenzamide C(#N)C1=C(C=C(C=C1)N1C(N(C(C1=O)(C)C)C1=CC(=C(C(=O)NC)C=C1)F)=S)C(F)(F)F